(R)-2-(2-amino-[1,2,4]triazolo[1,5-a]pyridin-7-yl)-N-(1-(2-fluoro-5-(trifluoromethyl)phenyl)ethyl)-5-methylisonicotinamide NC1=NN2C(C=C(C=C2)C=2C=C(C(=O)N[C@H](C)C3=C(C=CC(=C3)C(F)(F)F)F)C(=CN2)C)=N1